Thymyl methyl carbonate C(OC1=CC(C)=CC=C1C(C)C)(OC)=O